rac-(5ar,6s,7r,8s,8as)-5a-(4-bromophenyl)-3-chloro-6-phenyl-7-(pyridin-2-ylsulfonyl)-5a,6,7,8-tetrahydro-8aH-cyclopenta[4,5]furo[3,2-b]pyridine-8,8a-diol BrC1=CC=C(C=C1)[C@]12[C@](C3=NC=C(C=C3O1)Cl)([C@@H]([C@@H]([C@H]2C2=CC=CC=C2)S(=O)(=O)C2=NC=CC=C2)O)O |r|